methyl 5-{5,5'-difluoro-[3,3'-bipyridin]-2-yl}-1-methylpyrrole-3-carboxylate FC=1C=C(C(=NC1)C1=CC(=CN1C)C(=O)OC)C=1C=NC=C(C1)F